CC1(CN(CCN1CC1CCOCC1)CC1=CC=2N(C=C1)N=CC2N2C(NC(CC2)=O)=O)C 1-(5-((3,3-dimethyl-4-((tetrahydro-2H-pyran-4-yl)methyl)piperazin-1-yl)methyl)pyrazolo[1,5-a]pyridin-3-yl)dihydropyrimidine-2,4(1H,3H)-dione